4-(5-Methylfuran-2-yl)-5-(4-Methylquinazolin-6-yl)pyrimidin-2-amine CC1=CC=C(O1)C1=NC(=NC=C1C=1C=C2C(=NC=NC2=CC1)C)N